C1N(CC2=CC=CC=C12)C1=NC2=C(C=C(C=C2C(N1C)=O)C)C(C)NC1=C(C(=O)OC)C=CC=C1 methyl 2-((1-(2-(isoindolin-2-yl)-3,6-dimethyl-4-oxo-3,4-dihydroquinazolin-8-yl)ethyl)amino)benzoate